FC1=CC=CC(=N1)N1[C@@H](C2=C(CC1)NC=N2)C2=NN1C(C=CC=C1)=C2 (S)-5-(6-fluoropyridin-2-yl)-4-(pyrazolo[1,5-a]pyridin-2-yl)-4,5,6,7-tetrahydro-1H-imidazo[4,5-c]pyridine